ClC1=C(C=C(C=C1)NC(=O)NC1=CC=C(C=C1)OC1=NC=NC2=CC(=C3C(=C12)OCCO3)OCCCN3CCOCC3)C(F)(F)F 1-(4-chloro-3-(trifluoromethyl)phenyl)-3-(4-((5-(3-morpholinopropoxy)-2,3-dihydro-[1,4]dioxino[2,3-f]quinazolin-10-yl)oxy)phenyl)urea